BrC1=CC=C2C(=N1)N(C(=N2)C2=CC=CC=C2)C=2C=C1CC[C@@H](C1=CC2)N (S)-5-(5-bromo-2-phenyl-3H-imidazo[4,5-b]pyridin-3-yl)-2,3-dihydro-1H-inden-1-amine